C(=O)O.C1(CC1)C1=CC(=C(C=C1)C=1C=2N(C(=NN1)N[C@H]1CN(CCC1)C)N=C(C2)C)OC(F)(F)F 4-[4-cyclopropyl-2-(trifluoromethoxy)phenyl]-2-methyl-N-[(3R)-1-methylpiperidin-3-yl]pyrazolo[1,5-d][1,2,4]triazine-7-amine formate